2,4,6-pyridinetricarbaldehyde N1=C(C=C(C=C1C=O)C=O)C=O